ClC1=C(C(=NC(=N1)C)C1(CN(C(C1)=O)C)C(=O)OC)C1OCCO1 methyl 3-(6-chloro-5-(1,3-dioxolan-2-yl)-2-methylpyrimidin-4-yl)-1-methyl-5-oxopyrrolidine-3-carboxylate